2-((R)-4,4-Difluoro-pyrrolidin-2-ylmethyl)-5-[1-(2-fluoro-6-methyl-phenyl)-piperidin-4-yl]-7-(2-trifluoromethyl-benzyl)-2,4,5,7-tetrahydro-pyrazolo[3,4-d]pyrimidin-6-on FC1(C[C@@H](NC1)CN1N=C2N(C(N(CC2=C1)C1CCN(CC1)C1=C(C=CC=C1C)F)=O)CC1=C(C=CC=C1)C(F)(F)F)F